FC1=CC(=C(OC2=C(C(=O)NC3=CC(=CC=C3)[S@@](=O)(=NC(CNC)=O)C)C=C(C=N2)C(F)(F)F)C=C1)C (R)-2-(4-fluoro-2-methylphenoxy)-N-(3-(S-methyl-N-(methylglycyl)sulfonimidoyl)phenyl)-5-(trifluoromethyl)nicotinamide